C(CCCCC(C)C)OP1OC2=C(CC3=C(O1)C(=CC(=C3)C(C)(C)C)C(C)(C)C)C=C(C=C2C(C)(C)C)C(C)(C)C 6-isooctyloxy-2,4,8,10-tetra-tert-butyl-12H-dibenzo-[d,g]-1,3,2-dioxaphosphocin